cytidylic acid C1=CN(C(=O)N=C1N)[C@H]2[C@@H]([C@@H]([C@H](O2)COP(=O)(O)O)O)O